3-(4-chloro-2,5-dimethylphenyl)-4-hydroxy-8-methoxy-1,8-diazaspiro[4.5]dec-3-en-2-one ClC1=CC(=C(C=C1C)C=1C(NC2(C1O)CCN(CC2)OC)=O)C